C(C)OCC1=CC=C(C=O)O1 5-(ethoxymethyl)furfural